CC=1N=C(NC1)CNC(C1=CC=C(C=C1)C1=NC2=CC=C3C(=C2C=2CCCCC12)C(=NN3)C)=O N-((4-methyl-1H-imidazol-2-yl)methyl)-4-(1-methyl-8,9,10,11-tetrahydro-3H-pyrazolo[4,3-a]phenanthridin-7-yl)benzamide